4,4'-(10-methyl-10H-benzo[b]pyrido[2,3-e][1,4]thiazine-3,7-diyl)-bis-(2,6-difluorophenol) CN1C2=C(SC3=C1N=CC(=C3)C3=CC(=C(C(=C3)F)O)F)C=C(C=C2)C2=CC(=C(C(=C2)F)O)F